Benzyl (3-(4-(trifluoromethyl)-1H-imidazol-1-yl)propyl)carbamate FC(C=1N=CN(C1)CCCNC(OCC1=CC=CC=C1)=O)(F)F